ClC1=CC=C(C=N1)N[C@H](C)C=1C=C(C=C2C(C(=C(OC12)C1=CC=C2C(=CNC2=C1)C(=O)O)C)=O)C 6-[8-[(1R)-1-[(6-Chloro-3-pyridyl)amino]ethyl]-3,6-dimethyl-4-oxo-chromen-2-yl]-1H-indole-3-carboxylic acid